FC=1C(=NC=C(C1)C(F)(F)F)N1C[C@H](NCC1)C (3R)-1-[3-fluoro-5-(trifluoromethyl)pyridin-2-yl]-3-methylpiperazine